ClC1=C(C(=C(C=C1OC)OC)Cl)C=1C(N(C2=CC(=NC=C2C1)C=1C=NN(C1)CCN(C)C)C1COCC1)=O 3-(2,6-dichloro-3,5-dimethoxyphenyl)-7-(1-(2-(dimethylamino)ethyl)-1H-pyrazol-4-yl)-1-(tetrahydrofuran-3-yl)-1,6-naphthyridin-2(1H)-one